C(\C=C\C1=CC(O)=C(O)C=C1)(=O)N[C@@H](CC(C)C)C(=O)O caffeoyl-leucine